1-(1H-indol-3-yl)-3-(3-oxo-4-(pyridin-2-ylmethyl)-3,4-dihydro-2H-benzo[b][1,4]thiazin-6-yl)urea N1C=C(C2=CC=CC=C12)NC(=O)NC1=CC2=C(SCC(N2CC2=NC=CC=C2)=O)C=C1